6-(1-((6,7-dihydro-5H-pyrrolo[1,2-a]imidazol-3-yl)sulfonyl)piperidin-4-yl)-7-methyl-[1,2,4]triazolo[1,5-b]pyridazine N1=C2N(C(=C1)S(=O)(=O)N1CCC(CC1)C=1C(=CC=3N(N1)N=CN3)C)CCC2